tert-butyl 2-((2-(2,6-dioxopiperidin-3-yl)-3-oxoisoindolin-5-yl)oxy)acetate O=C1NC(CCC1N1CC2=CC=C(C=C2C1=O)OCC(=O)OC(C)(C)C)=O